6-{4-[(6-methoxypyridin-3-yl)oxy]piperidin-1-yl}-5-methyl-N-[4-(2,2,2-trifluoroethyl)phenyl]pyridazine-3-carboxamide COC1=CC=C(C=N1)OC1CCN(CC1)C1=C(C=C(N=N1)C(=O)NC1=CC=C(C=C1)CC(F)(F)F)C